6-(cyclopenten-1-yl)-1-[1-[4-(trifluoromethoxy)benzoyl]-4-piperidyl]-3H-imidazo[4,5-b]pyridin-2-one C1(=CCCC1)C=1C=C2C(=NC1)NC(N2C2CCN(CC2)C(C2=CC=C(C=C2)OC(F)(F)F)=O)=O